C1(CCCC1)CC(=O)N1CC2=C(CC1(C)C)N=C(S2)N2C1CN(CC2CC1)C(=O)OC(C)(C)C tert-butyl 8-(5-(2-cyclopentylacetyl)-6,6-dimethyl-4,5,6,7-tetrahydrothiazolo[5,4-c]pyridin-2-yl)-3,8-diazabicyclo[3.2.1]octane-3-carboxylate